ClCC[C@@H](OC1=CC=CC=2C=COC21)C=2SC=CC2 (R)-7-(3-chloro-1-(thiophen-2-yl)propoxy)benzofuran